(1S,3R,4S)-2-(3-chloro-4H-thieno[3,2-b]pyrrole-5-carbonyl)-N-[(1S)-1-cyano-2-[(3S)-2-oxo-3-piperidyl]ethyl]-5,5-difluoro-2-azabicyclo[2.2.2]octane-3-carboxamide ClC1=CSC2=C1NC(=C2)C(=O)N2[C@@H]1CC([C@H]([C@@H]2C(=O)N[C@@H](C[C@H]2C(NCCC2)=O)C#N)CC1)(F)F